2-(4-bromo-2-(methoxy-d3)-5-methoxyphenyl)ethanamine BrC1=CC(=C(C=C1OC)CCN)OC([2H])([2H])[2H]